C1(CCCC1)OC1=CC=C(C=C1)C=1N=NN(C1)[C@H](C(=O)N1[C@@H](C[C@H](C1)O)C(=O)NC)C(C)(C)C (2S,4r)-1-[(2S)-2-[4-[4-(cyclopentyloxy)phenyl]triazol-1-yl]-3,3-dimethyl-butyryl]-4-hydroxy-N-methyl-pyrrolidine-2-carboxamide